[C@H]12CNCC[C@@H]2CN1 (1S,6R)-3,8-diazabicyclo[4.2.0]octane